CC1(COC2=C1C(=CC=C2)OC=2N=CC(=NC2)N2C(N[C@](C2=O)(C)CC)=O)C (5R)-3-[5-[(3,3-dimethyl-2H-benzofuran-4-yl)oxy]pyrazin-2-yl]-5-ethyl-5-methylimidazolidine-2,4-dione